3-[7-amino-4-(3-methyl-1H-indazol-5-yl)-1-oxo-2,3-dihydro-1H-isoindol-2-yl]-2-methylpropanenitrile NC=1C=CC(=C2CN(C(C12)=O)CC(C#N)C)C=1C=C2C(=NNC2=CC1)C